COC1=CC=C(/C=C/C2C(CC2)(C(=O)OC)C(=O)[O-])C=C1 methyl 2-(E)-p-methoxystyrylcyclobutane-1,1-dicarboxylate